tert-butyl (R)-(1-(2-(1-(cyclopropylmethyl)-6-methoxy-1H-pyrrolo[2,3-b]pyridin-2-yl)-1-methyl-5-oxo-1,5,7,8-tetrahydro-6H-imidazo[4,5-g]isoquinolin-6-yl)propan-2-yl)carbamate C1(CC1)CN1C(=CC=2C1=NC(=CC2)OC)C2=NC=1C(=CC=3CCN(C(C3C1)=O)C[C@@H](C)NC(OC(C)(C)C)=O)N2C